platinum nickel tin [Sn].[Ni].[Pt]